C(C1=CC=CC=C1)O[C@@H]1C(N(CC1)C[C@@H](C(=O)OC)NC(=O)OC(C)(C)C)=O methyl (S)-3-((S)-3-(benzyloxy)-2-oxopyrrolidin-1-yl)-2-((tert-butoxycarbonyl)amino)propanoate